The molecule is a sulfinic acid derivative obtained by formal condensation of propanethiosulfinic acid with propanethiol. It has a role as a plant metabolite, a rat metabolite, an antioxidant and an antibacterial agent. It is a sulfoxide and a sulfinic acid derivative. CCCSS(=O)CCC